chloro-7-[(7-chloro-2-methyl-1H-1,3-benzodiazol-6-yl)oxy]-2-{1-[(3,3-difluorocyclobutyl)methyl]-1H-pyrazol-4-yl}quinoxaline ClC=1C(=NC2=CC(=CC=C2N1)OC=1C=CC2=C(NC(=N2)C)C1Cl)C=1C=NN(C1)CC1CC(C1)(F)F